4-(2-Ethylpiperidin-1-yl)butanoyl chloride C(C)C1N(CCCC1)CCCC(=O)Cl